ClC=1C=C(C(=NC1C1=NN(C=C1)C)C)NC(=O)C=1C=NN(C1C(F)(F)F)C1=C2C=CNC(C2=CC=C1)=O N-(5-Chloro-2-methyl-6-(1-methyl-1H-pyrazol-3-yl)pyridin-3-yl)-1-(1-oxo-1,2-dihydroisochinolin-5-yl)-5-(trifluoromethyl)-1H-pyrazol-4-carboxamid